C(\C(\C)=C\C)(=O)OCC\C=C/CC Cis-3-Hexenyl Tiglate